2-amino-4-(benzyloxy)-6-chloropyrimidine NC1=NC(=CC(=N1)OCC1=CC=CC=C1)Cl